CN1CCC(CC1)NC=1C2=C(N=C(N1)C1=CC=C(C=C1)C(F)(F)F)N(C=C2)CCCN2CCCC2 N-(1-methylpiperidin-4-yl)-7-(3-(pyrrolidin-1-yl)propyl)-2-(4-(trifluoromethyl)phenyl)-7H-pyrrolo[2,3-d]pyrimidin-4-amine